C(C)(C)(C)[Si](C)(C)OCCCOC1=C2C=CN(C2=C(C(=C1)Cl)Cl)S(=O)(=O)C1=CC=C(C=C1)C tert-butyl-[3-[6,7-dichloro-1-(p-tolylsulfonyl)indol-4-yl]oxypropoxy]-dimethyl-silane